oxo-1'-((2-(trimethylsilyl)ethoxy)methyl)-1,1',2',4,6,7-hexahydrospiro[indole-5,3'-pyrrolo[2,3-b]pyridine]-2-carboxylic acid ethyl ester C(C)OC(=O)C=1NC=2CCC3(C(N(C4=NC=CC=C43)COCC[Si](C)(C)C)=O)CC2C1